CN(C=1SC2=C(N=NC=C2)N1)C1CC(NC(C1)(C)C)(C)C 6-[methyl(2,2,6,6-tetramethylpiperidin-4-yl)amino][1,3]thiazolo[4,5-c]pyridazin